BrC1=CC(=C(C#N)C(=C1)C)OC(F)F 4-Bromo-2-(difluoromethoxy)-6-methylbenzonitrile